NC(C(=O)O)(CCCCB(O)O)CCN(CC)CC 2-amino-6-borono-2-(2-(diethylamino)ethyl)hexanoic acid